1,4-Diazepane-1-carboxylate N1(CCNCCC1)C(=O)[O-]